methyl-1H-imidazole-1-carboxylate COC(=O)N1C=NC=C1